(E)-4-[3-[4-[3-[[4-[[5-bromo-4-(2-carbamoyl-3-fluoroanilino)pyrimidin-2-yl]amino]phenyl]sulfonylamino]propyl]piperazin-1-yl]propyl-methyl-amino]but-2-enoic acid BrC=1C(=NC(=NC1)NC1=CC=C(C=C1)S(=O)(=O)NCCCN1CCN(CC1)CCCN(C/C=C/C(=O)O)C)NC1=C(C(=CC=C1)F)C(N)=O